FC(C1=NC(=NC(=N1)C(F)(F)F)N1[C@@H](C=2NC3=CC=C(C=C3C2CC1)Cl)C[C@H]1OCOCC1)(F)F (1R)-2-[4,6-bis(trifluoromethyl)-1,3,5-triazin-2-yl]-6-chloro-1-{[(4R)-1,3-dioxan-4-yl]methyl}-2,3,4,9-tetrahydro-1H-pyrido[3,4-b]indole